OCCOCC(=O)N(C)C 2-(2-Hydroxyethoxy)-N,N-dimethylacetamide